NC(=N)NC(=N)N biguanide